5-(2,3-dimethyl-3H-imidazo[4,5-b]pyridin-5-yl)-N-((1-fluorocyclobutyl)methyl)pyrrolo[2,1-f][1,2,4]triazin-2-amine CC1=NC=2C(=NC(=CC2)C=2C=CN3N=C(N=CC32)NCC3(CCC3)F)N1C